CC(C(=O)C1=NN(C=C1)C)C 2-methyl-1-(1-methylpyrazol-3-yl)propan-1-one